PHENOXAZINONE C1=CC=C2C(=C1)N=C3C=CC(=O)C=C3O2